4-bromo-N'-((4-bromo-3-fluorophenyl)chloromethylene)-3-fluorobenzohydrazonoyl chloride BrC1=C(C=C(C(=NN=C(Cl)C2=CC(=C(C=C2)Br)F)Cl)C=C1)F